[O-]P([O-])(=O)OP(=O)([O-])[O-].[Li+].[V+5] vanadium lithium pyrophosphate